5,6-dichlorobenzoyl chloride ClC=1C=CC=C(C(=O)Cl)C1Cl